N-(5-chloro-2-(6-methyl-1,4-diazepan-1-yl)pyrimidin-4-yl)-1H-indazol-5-amine ClC=1C(=NC(=NC1)N1CCNCC(C1)C)NC=1C=C2C=NNC2=CC1